N-(3-chloro-1-cyclopropyl-1H-pyrazol-4-yl)-N-({4-chloro-1H,3H-furo[3,4-c]quinolin-7-yl}methyl)-6-cyanopyridine-3-carboxamide ClC1=NN(C=C1N(C(=O)C=1C=NC(=CC1)C#N)CC=1C=CC=2C3=C(C(=NC2C1)Cl)COC3)C3CC3